N-(1,6-DIMETHYL-1H-INDAZOL-7-YL)-6-(4-(TRIFLUOROMETHYL)-1H-PYRAZOL-1-YL)PYRIDINE-3-SULFONAMIDE CN1N=CC2=CC=C(C(=C12)NS(=O)(=O)C=1C=NC(=CC1)N1N=CC(=C1)C(F)(F)F)C